7-bromo-6-chloro-5-(((S,E)-2-((2,2-difluoroethyl)amino)-4-iodobut-3-en-1-yl)oxy)-8-fluoro-2-(((2R,7aS)-2-fluorotetrahydro-1H-pyrrolizin-7a(5H)-yl)methoxy)quinazolin-4-ol BrC1=C(C(=C2C(=NC(=NC2=C1F)OC[C@]12CCCN2C[C@@H](C1)F)O)OC[C@H](\C=C\I)NCC(F)F)Cl